CC=1N=C2N(C=C(N=C2)C2=CC=C(C=C2)S(=O)(=N)[C@@H]2CC[C@H](CC2)NC2=CC=C(C=C2)S(F)(F)(F)(F)F)C1 (4-{2-methylimidazo[1,2-a]pyrazin-6-yl}phenyl)[trans-4-{[4-(pentafluoro-λ6-sulfanyl)phenyl]Amino}cyclohexyl](imino)-λ6-sulfanone